COC1=CC=C(C(=O)\C(\C#N)=C(/C)\C2=CC=CC=C2)C=C1 (E)-2-(4-methoxybenzoyl)-3-phenylbut-2-enenitrile